N1=CC=C(C=C1)C1=C(OC(=C1)[N+](=O)[O-])C(=O)N (pyridin-4-yl)-5-nitrofuran-2-carboxamide